1,6'-dimethoxybiphenyl COC1(CC=CC=C1)C1=CC=CC=C1OC